1-(((1-((2-chloropyrimidin-5-yl)amino)isoquinolin-6-yl)oxy)methyl)spiro[2.2]pentane-1-carbonitrile ClC1=NC=C(C=N1)NC1=NC=CC2=CC(=CC=C12)OCC1(CC12CC2)C#N